(2R)-2-(3-(1H-indol-4-oxymethyl)benzyl)amino-propionamide N1C=CC=2C(=CC=CC12)OCC=1C=C(CN[C@@H](C(=O)N)C)C=CC1